2-[1-[2-chloro-4-(2,4-dioxohexahydropyrimidin-1-yl)phenyl]-4-hydroxy-4-piperidinyl]acetic acid hydrochloride Cl.ClC1=C(C=CC(=C1)N1C(NC(CC1)=O)=O)N1CCC(CC1)(O)CC(=O)O